1-(4-(5'-(4-(tert-butyl)piperazin-1-yl)-3-hydroxy-6'-methoxy-6-methyl-[2,3'-bipyridin]-4-yl)-2-fluorophenyl)-3-methyl-1H-imidazol-2(3H)-one C(C)(C)(C)N1CCN(CC1)C=1C=C(C=NC1OC)C1=NC(=CC(=C1O)C1=CC(=C(C=C1)N1C(N(C=C1)C)=O)F)C